2-[[6-chloro-3-(4-piperidylamino)-4-quinolyl]amino]benzoic acid ClC=1C=C2C(=C(C=NC2=CC1)NC1CCNCC1)NC1=C(C(=O)O)C=CC=C1